BrCC(=O)NS(=O)(=O)C1=CC=C(C=C1)O 2-bromo-N-(4-hydroxyphenylsulphonyl)acetamide